CC(C)(C)C=1C=CC2=C(N=CO2)C1 5-(1,1-dimethylethyl)-benzoxazol